(4-methoxy-3-sulfophenyl)porphyrin tert-butyl-(S)-(1-(2-chloro-5-(1-methyl-3-(trifluoromethyl)-1H-pyrazol-4-yl)pyridin-4-yl)piperidin-3-yl)carbamate C(C)(C)(C)N(C(O)=O)[C@@H]1CN(CCC1)C1=CC(=NC=C1C=1C(=NN(C1)C)C(F)(F)F)Cl.COC1=C(C=C(C=C1)C1=C2NC(=C1)C=C1C=CC(=N1)C=C1C=CC(N1)=CC=1C=CC(N1)=C2)S(=O)(=O)O